FC=1C=C(C=CC1OC)C1=CN=C2N1C=CN=C2NC2=CC(=C(C=C2)C(=O)N2C[C@@H]([C@H](CC2)C(=O)N2CCNCC2)O)C |r| [4-[[3-(3-fluoro-4-methoxyphenyl)imidazo[1,2-a]pyrazin-8-yl]amino]-2-methylphenyl]-[rac-(3R,4S)-3-hydroxy-4-(piperazine-1-carbonyl)piperidin-1-yl]methanone